FC1=CC=C(C=C1)C(=CC(=O)[O-])C.[Na+].OC1=C(C=C(C=C1)/C=C/C(=O)NCCC1=CC=C(C=C1)O)OCC(C)C (E)-3-(4-hydroxy-3-isobutoxyphenyl)-N-(4-hydroxyphenylethyl)acrylamide sodium 3-p-fluorophenyl-2-butenoate